NC1=NC=2C3=C(C(CC2C=N1)(C)C)C(=NN3)C(=O)NC3=CC=C(C=C3)C(=O)N3CCC(CC3)N3CCCCC3 8-amino-N-[4-(1,4'-bipiperidin-1'-ylcarbonyl)phenyl]-4,4-dimethyl-4,5-dihydro-1H-pyrazolo[4,3-H]quinazoline-3-carboxamide